C(#N)C1=C2C(=NC=C1OC1=CC(=NC=C1)NC(=O)NC1COC1)N=C(N2C)NC=2C(N(C=C(C2)C(F)(F)F)C)=O 1-(4-((7-cyano-1-methyl-2-((1-methyl-2-oxo-5-(trifluoromethyl)-1,2-dihydropyridin-3-yl)amino)-1H-imidazo[4,5-b]pyridin-6-yl)oxy)pyridin-2-yl)-3-(oxetan-3-yl)urea